FC(CCN1N=NC2=C1C=C(C=C2)C=2C(=CN1N=C(N=C(C12)OC)NC1CCC(CC1)(O)C)F)F (1s,4s)-4-((5-(1-(3,3-difluoropropyl)-1H-benzo[d][1,2,3]triazol-6-yl)-6-fluoro-4-methoxypyrrolo[2,1-f][1,2,4]triazin-2-yl)amino)-1-methylcyclohexan-1-ol